BrC1=CC(=CC=2C(C=3CC[C@@H]4COCCN4C3OC12)=O)F (7R)-16-bromo-14-fluoro-5,18-dioxa-2-azatetracyclo[8.8.0.02,7.012,17]octadeca-1(10),12(17),13,15-tetraen-11-one